C(#C)C1=C(C=CC(=C1)F)N 2-Ethynyl-4-fluoro-phenylamine